CC1=NC2=CC(=CC=C2C(N1)=O)OCCN1CCOCC1 methyl-7-(2-morpholinoethoxy)-4-oxo-3,4-dihydroquinazoline